ethyl 3-[(5-bromo-1-[[2-(trimethylsilyl)ethoxy]methyl]-1H-pyrrolo[2,3-b]pyridin-6-yl)oxy]-3,3-difluoropropanoate BrC=1C=C2C(=NC1OC(CC(=O)OCC)(F)F)N(C=C2)COCC[Si](C)(C)C